ClC1=NC=CC(=N1)C=1C=C(C=CC1)N1CCN(CC1)C(=O)OC(C)(C)C tert-butyl 4-(3-(2-chloropyrimidin-4-yl)phenyl)piperazine-1-carboxylate